(S)-1-(Benzo[d]thiazol-2-yl)-1-oxo-3-(pyridin-4-yl)propan S1C(=NC2=C1C=CC=C2)C(CCC2=CC=NC=C2)=O